(E)-1-(6,7-Difluoroquinolin-3-yl)-7-(5,6,7,8-tetrahydro-1,8-naphthyridin-2-yl)hept-1-en-3-one benzyl-3-amino-3-(3-chloro-2-methylphenyl)pyrrolidine-1-carboxylate C(C1=CC=CC=C1)OC(=O)N1CC(CC1)(C1=C(C(=CC=C1)Cl)C)N.FC=1C=C2C=C(C=NC2=CC1F)\C=C\C(CCCCC1=NC=2NCCCC2C=C1)=O